(2R,3R,4S,5R)-4-(benzyloxy)-5-(benzyloxymethyl)-5-methyltetrahydrofuran-2,3-diyl diacetate C(C)(=O)O[C@H]1O[C@]([C@H]([C@H]1OC(C)=O)OCC1=CC=CC=C1)(C)COCC1=CC=CC=C1